6-(4-Ethoxy-carbonyl-4-methylpentyloxy)-2,2-dimethyl-hexanoic acid ethyl ester C(C)OC(C(CCCCOCCCC(C)(C)C(=O)OCC)(C)C)=O